methyl 3-(1-(tert-butyl)-1H-1,2,3-triazol-5-yl)-5-fluorobenzoate C(C)(C)(C)N1N=NC=C1C=1C=C(C(=O)OC)C=C(C1)F